S1C(=CC=C1)C[C@H](N)C(=O)O β-2-thienylalanine